methylsulfanyl-imidazo[4,5-b]pyridine CSC=1NC=2C(=NC=CC2)N1